FC1=CC(=C(C(=C1)C)C1=CC=NC2=CC(=CC=C12)O[C@@H](C(=O)N1C[C@H](CCC1)C)C)C (3S)-1-[(2R)-2-[[4-(4-Fluoro-2,6-dimethyl-phenyl)-7-quinolyl]oxy]propanoyl]-3-methylpiperidin